CC1=CC(=NN1C1=CC=C(C=C1)CC1=CC=C(C=C1)C1=CC=C(C=C1)CN1CCCCC1)C(=O)N 5-methyl-1-(4-((4'-(piperidin-1-ylmethyl)-[1,1'-biphenyl]-4-yl)methyl)phenyl)-1H-pyrazole-3-carboxamide